4-(4-cyano-1-methyl-1H-pyrazol-5-yl)-7,7-dimethyl-2-(2-(2-propenoyl)-2,6-diazaspiro[3.4]octan-6-yl)-5,7-dihydrofuro[3,4-b]pyridine-3-carbonitrile C(#N)C=1C=NN(C1C1=C2C(=NC(=C1C#N)N1CC3(CN(C3)C(C=C)=O)CC1)C(OC2)(C)C)C